C(COCCOCCN)N 3,6-Dioxaoctan-1,8-diamin